tert-butyl 2-(5-bromo-2-fluorophenyl)-2-(3-chloro-2-oxo-4-(trifluoromethyl)pyridin-1(2H)-yl)acetate BrC=1C=CC(=C(C1)C(C(=O)OC(C)(C)C)N1C(C(=C(C=C1)C(F)(F)F)Cl)=O)F